1-(2-Methoxy-ethyl)-1H-pyrazole-4-carboxylic acid (6-fluoro-4-methoxy-7-morpholin-4-yl-thiazolo[4,5-c]pyridin-2-yl)-amide FC1=C(C2=C(C(=N1)OC)N=C(S2)NC(=O)C=2C=NN(C2)CCOC)N2CCOCC2